Disodium isostearyl ascorbyl phosphate CC(C)CCCCCCCCCCCCCCCOP(=O)([O-])OC1=C([C@H](OC1=O)[C@H](CO)O)[O-].[Na+].[Na+]